(S)-N-((R)-2-(Difluoromethoxy)-1-(3-(difluoromethoxy)phenyl)ethyl)-3-(3,3-dimethylcyclobutyl)-3-hydroxypropanamid FC(OC[C@@H](C1=CC(=CC=C1)OC(F)F)NC(C[C@H](O)C1CC(C1)(C)C)=O)F